BrC1=C(C=O)C=CC(=C1)F 2-bromo-4-fluoro-benzaldehyde